OC=1C=CC2=C(C(C=3NC=4N=C(C=CC4C3C2=O)C#N)(C)C)C1 8-hydroxy-10,10-dimethyl-5-oxo-10,11-dihydro-5H-1,11-diaza-benzo[b]fluorene-2-carbonitrile